tert-butyl 4-[(1S,3R,4S,5R)-5-[[4-cyclopropyl-1-(2,6-dichlorophenyl)-1H-pyrazol-5-yl]methoxy]-3-methyl-2-azabicyclo[2.2.1]heptan-2-yl]-2-fluorobenzoate C1(CC1)C=1C=NN(C1CO[C@H]1[C@@H]2[C@H](N([C@H](C1)C2)C2=CC(=C(C(=O)OC(C)(C)C)C=C2)F)C)C2=C(C=CC=C2Cl)Cl